FC(C1CCC(CO1)N)(F)F 6-(trifluoromethyl)oxan-3-amine